COC(CCSC=1C=C(C=CC1)C(C(=O)OC)(C)C)=O methyl 2-[3-(3-methoxy-3-oxo-propyl)sulfanylphenyl]-2-methyl-propanoate